NCC(CN)(C)N 1,2,3-triamino-2-methylpropane